FC1=C(C(=CC2=CC=C(C=C12)C1CCNCC1)O)N1CC(NS1(=O)=O)=O 5-[1-fluoro-3-hydroxy-7-(4-piperidyl)-2-naphthyl]-1,1-dioxo-1,2,5-thiadiazolidin-3-one